ethylene glycol mono-n-hexyl ether C(CCCCC)OCCO